COC1=CC=C(CNC=2C=3N(C4=CC(=CC=C4N2)C(=O)O)C=NC3C)C=C1 4-((4-methoxybenzyl)amino)-3-methylimidazo[1,5-a]quinoxalin-8-carboxylic acid